ClC1=C(C(=O)N[C@H](C(=O)O)CCN(CCCCC2=NC=3NCCCC3C=C2)CCOC2CC2)C(=CN=C1)F (S)-2-(3-chloro-5-fluoroisonicotinamido)-4-((2-cyclopropoxyethyl)(4-(5,6,7,8-tetrahydro-1,8-naphthyridin-2-yl)butyl)amino)butanoic acid